FC([C@@H](C1=CC=C(C=C1)C)NS(=O)(=O)C=1C=NC=NC1)(F)F (R)-N-(2,2,2-trifluoro-1-(p-tolyl)ethyl)pyrimidine-5-sulfonamide